3-acetyl-5-Chloropyrazolo[3,4-c]pyridine-1-carboxylic acid 2-methylpropan-2-yl ester CC(C)(C)OC(=O)N1N=C(C=2C1=CN=C(C2)Cl)C(C)=O